(5r,8r)-8-(8-chloro-5-hydroxy-5,6-dihydro-4H-[1,2,4]triazolo[4,3-a][1]benzazepin-1-yl)-2-(propan-2-yl)-2-azaspiro[4.5]decan-1-one ClC=1C=CC2=C(C[C@H](CC=3N2C(=NN3)C3CCC2(CCN(C2=O)C(C)C)CC3)O)C1